dodecenyl-adipic anhydride C(=CCCCCCCCCCC)C1C(=O)OC(CCC1)=O